ClCC1=CC=C(C=C1)C1=CC=C(C(=N1)OC)NC(=O)C=1C(=NOC1C)C1=CC=CC=C1 N-(6-(4-(chloromethyl)phenyl)-2-methoxypyridin-3-yl)-5-methyl-3-phenylisoxazole-4-carboxamide